2-(4-{2'-ethoxy-[2,3'-bipyridine]-5-yl}-4-{[2-(methylamino)ethyl]amino}piperidin-1-yl)-5-(trifluoromethyl)benzonitrile C(C)OC1=NC=CC=C1C1=NC=C(C=C1)C1(CCN(CC1)C1=C(C#N)C=C(C=C1)C(F)(F)F)NCCNC